Methyl-5-(5-{(1S)-1-[3-(1-Cyanocyclopropyl)-5-(trifluoromethoxy)benzamido]ethyl}-3-Methyl-1H-1,2,4-triazol-1-yl)pyrazin CC1=NC=C(N=C1)N1N=C(N=C1[C@H](C)NC(C1=CC(=CC(=C1)OC(F)(F)F)C1(CC1)C#N)=O)C